BrC1=CC=2C(C=N1)=CN(N2)C2=C(C(=CC=C2)Cl)Cl 6-bromo-2-(2,3-dichlorophenyl)-2H-pyrazolo[4,3-c]pyridine